tert-butyl (S)-3'-bromo-4'-((tert-butoxycarbonyl)amino)-4'H,6'H-spiro[piperidine-4,5'-pyrrolo[1,2-b]pyrazole]-1-carboxylate BrC1=C2N(N=C1)CC1([C@@H]2NC(=O)OC(C)(C)C)CCN(CC1)C(=O)OC(C)(C)C